C1(CC1)C=1N=CC=2N(C1[C@H](C=1N=NN(C1)C=1C(=C(C=CC1)O)F)O)C=NC2 {4-[(R)-(6-cyclopropyl-imidazo[1,5-a]pyrazin-5-yl)-hydroxy-methyl]-[1,2,3]triazol-1-yl}-2-fluoro-phenol